1-(benzo[b]thiophen-2-yl)methanone S1C2=C(C=C1C=O)C=CC=C2